3-((7-chloro-1-methyl-6-((4-(2-morpholinoethoxy)pyrazolo[1,5-a]pyrazin-3-yl)oxy)-1H-imidazo[4,5-b]pyridin-2-yl)amino)-1-methyl-5-(trifluoromethyl)pyridin-2(1H)-one ClC1=C2C(=NC=C1OC=1C=NN3C1C(=NC=C3)OCCN3CCOCC3)N=C(N2C)NC=2C(N(C=C(C2)C(F)(F)F)C)=O